(R)-2'-(3-(1-acetyl-3-methylazetidin-3-yl)-1H-pyrazol-1-yl)-3-chloro-4-((3,5-difluoropyridin-2-yl)methoxy-d2)-5',6-dimethyl-2H-[1,4'-bipyridin]-2-one C(C)(=O)N1CC(C1)(C)C1=NN(C=C1)C1=NC=C(C(=C1)N1C(C(=C(C=C1C)OC([2H])([2H])C1=NC=C(C=C1F)F)Cl)=O)C